NC1=NC(=C(C=2N1C(N(N2)CCC(F)(F)F)=O)C2=CC1=C(N=CO1)C(=C2)C)C2=CC=C(C=C2)F 5-amino-7-(4-fluorophenyl)-8-(4-methyl-1,3-benzoxazol-6-yl)-2-(3,3,3-trifluoropropyl)-[1,2,4]triazolo[4,3-c]pyrimidin-3-one